BrC=1C(=NC=CC1Cl)N1CCN(CC1)CC=1C=C2C(N(C(C2=CC1)=O)C1C(NC(CC1)=O)=O)=O 5-((4-(3-bromo-4-chloropyridin-2-yl)piperazin-1-yl)methyl)-2-(2,6-dioxopiperidin-3-yl)isoindoline-1,3-dione